5,6-difluoro-1,3-dihydro-2H-indene-2,2-dicarboxylic acid diethyl ester C(C)OC(=O)C1(CC2=CC(=C(C=C2C1)F)F)C(=O)OCC